ClC1=CC=C(C=C1)C1=CC(=NC(=N1)C=1C=NC=CC1)N[C@@H](CO)CC (R)-2-((6-(4-chlorophenyl)-2-(pyridin-3-yl)pyrimidin-4-yl)amino)butan-1-ol